6-(2,2-difluoroethoxy)-3-(3,4-dimethoxybenzyl)-7-fluoro-1-(tetrahydro-2H-pyran-4-yl)quinazoline FC(COC=1C=C2CN(CN(C2=CC1F)C1CCOCC1)CC1=CC(=C(C=C1)OC)OC)F